2-(3-PHENYLPENT-1-yn-1-yl)thiophene C1(=CC=CC=C1)C(C#CC=1SC=CC1)CC